BUT-2-EN-1-ONE C(C=CC)=O